F\C(=C/CN)\CN1C(=NC2=C1C=CC=C2C2=CC=C(C=C2)S(=O)(=O)C)C(F)(F)F (Z)-3-fluoro-4-(4-(4-(methylsulfonyl)phenyl)-2-(trifluoromethyl)-1H-benzo[d]imidazol-1-yl)but-2-en-1-amine